C12C(CC(CC1)CC2)N bicyclo[2.2.2]oct-2-ylamine